1-allyl-2-(2-bromophenyl)benzimidazole C(C=C)N1C(=NC2=C1C=CC=C2)C2=C(C=CC=C2)Br